(S)-5-(2-chloro-5-(hydroxymethyl)pyridin-3-yl)-2-(1-(4-fluoro-3-methoxyphenyl)ethyl)-7-((2-(methylamino)-1H-imidazol-1-yl)methyl)-3,4-dihydroisoquinolin-1(2H)-one ClC1=NC=C(C=C1C1=C2CCN(C(C2=CC(=C1)CN1C(=NC=C1)NC)=O)[C@@H](C)C1=CC(=C(C=C1)F)OC)CO